C1(CC1)C1=C(C=C(C(=C1)I)C)N(C(C#CC)=O)C1=NC=C(C=C1C)OC1COC1 N-(2-cyclopropyl-4-iodo-5-methylphenyl)-N-[3-methyl-5-(oxetan-3-yloxy)pyridin-2-yl]but-2-ynamide